rac-(1R,2R,4S,5R,6S)-N-(6-chloro-4-(trifluoromethyl)pyridin-2-yl)-4-(2-fluoropyridin-4-yl)-6-hydroxy-8-oxatricyclo[3.2.1.02,4]octane-2-carboxamide ClC1=CC(=CC(=N1)NC(=O)[C@]12[C@H]3C[C@@H]([C@@H]([C@@]2(C1)C1=CC(=NC=C1)F)O3)O)C(F)(F)F |r|